COC=1C(=CC=NC1)C1=C(C=NC(=C1)C([2H])([2H])[2H])C(=O)N 5'-methoxy-6-(methyl-d3)-[4,4'-bipyridine]-3-carboxamide